BrC(C)C=1OC(C2=CC=CC=C2C1C1=CC(=C(C=C1)F)C1OC(C(O1)(C)C)(C)C)=O 3-(1-Bromoethyl)-4-[4-fluoro-3-(4,4,5,5-tetramethyl-1,3-dioxolan-2-yl)phenyl]-1H-isochromen-1-one